nickel-copper oxalate C(C(=O)[O-])(=O)[O-].[Cu+2].[Ni+2].C(C(=O)[O-])(=O)[O-]